2-Phenylbutyric acid chloromethyl ester ClCOC(C(CC)C1=CC=CC=C1)=O